C(#C)C=1C=C2C(C(=O)OC2=O)=CC1 4-ethynyl-phthalic anhydride